ClC1=C(C(=O)N2COC3=C(C2)C=CC=C3C3=CC(=C(C(=O)O)C=C3F)N3C2COCC3CC2)C(=CC(=C1)OCC1CCOCC1)Cl 4-[3-[2,6-Dichloro-4-(Oxacyclohexan-4-ylmethoxy)benzoyl]-2,4-dihydro-1,3-benzoxazin-8-yl]-5-fluoro-2-(3-oxa-8-azabicyclo[3.2.1]oct-8-yl)benzoic acid